C1(CC1)OC=1C=C(C=CC1NCC#C)C(P(C)=O)(C1=CC(=C(C=C1)NCC#C)OC1CC1)C1=CC(=C(C=C1)NCC#C)OC1CC1 tris(3-cyclopropyloxy-4-(prop-2-yn-1-ylamino)phenyl)dimethylphosphine oxide